N-((2-(6-((cis)-2,6-dimethylmorpholino)pyridin-2-yl)-1,6-naphthyridin-7-yl)methyl)-r-(methylsulfonyl)spiro[cyclopentane-1,3'-indoline]-6'-carboxamide C[C@@H]1O[C@@H](CN(C1)C1=CC=CC(=N1)C1=NC2=CC(=NC=C2C=C1)CNC(=O)C1=CC=C2C3(CN(C2=C1)S(=O)(=O)C)CCCC3)C